siloxy-4-methylcoumarin [SiH3]OC=1C(OC2=CC=CC=C2C1C)=O